C(#N)[C@@]1(C(N(C[C@H]1C)C=1C=2N(C=C(N1)C1=CC(=NC=C1)C(=O)NC)N=CC2)=O)C2CC2 4-[4-[(3R,4S)-3-cyano-3-cyclopropyl-4-methyl-2-oxopyrrolidin-1-yl]pyrazolo[1,5-a]pyrazin-6-yl]-N-methylpyridine-2-carboxamide